(1H-indol-3-yl)-5-(4-(methylsulfonyl)phenyl)isoindoline-2-carboxamide N1C=C(C2=CC=CC=C12)C1N(CC2=CC(=CC=C12)C1=CC=C(C=C1)S(=O)(=O)C)C(=O)N